ClC=1C=CC=C(C1)B(O)OBO 5-chlorophenyldiboronic acid